ClC1=CC=C(C=C1)C1(CN(CC1)CCC(C)C)NS(=O)(=O)C1=CC=C(C=C1)OC(F)(F)F N-(3-(4-chlorophenyl)-1-isopentylpyrrolidin-3-yl)-4-(trifluoromethoxy)benzenesulfonamide